The molecule is the conjugate base of 3-mercaptopyruvic acid. It has a role as a human metabolite. It is a conjugate base of a 3-mercaptopyruvic acid. C(C(=O)C(=O)[O-])S